N[C@H](C(=O)OC)C(C)(C)NC(=O)OC(C)(C)C methyl (S)-2-amino-3-((tert-butoxycarbonyl) amino)-3-methylbutanoate